2-(4-phenoxyphenyl)-7-[4-(prop-2-enoyl)-4,7-diazaspiro[2.5]octan-7-yl]-4,5,6,7-tetrahydro-2H-pyrazolo[4,3-b]pyridine-3-carboxamide O(C1=CC=CC=C1)C1=CC=C(C=C1)N1N=C2C(NCCC2N2CCN(C3(CC3)C2)C(C=C)=O)=C1C(=O)N